azobispropaneamine N(=NCCCN)CCCN